5'-chloro-7'-oxo-N-(2,2,2-trifluoroethyl)-7',8'-dihydro-6'H-spiro[cyclohexane-1,9'-furo[2,3-f]quinazoline]-2'-carboxamide ClC=1C=C2C(=C3C4(NC(NC13)=O)CCCCC4)OC(=C2)C(=O)NCC(F)(F)F